2-[7-(4-azaspiro[2.5]octan-7-yl)-7H-pyrrolo[2,3-c]pyridazin-3-yl]-5-(1H-1,2,3-triazol-1-yl)phenol dihydrochloride Cl.Cl.C1CC12NCCC(C2)N2C=CC1=C2N=NC(=C1)C1=C(C=C(C=C1)N1N=NC=C1)O